3-{4-[(1-methyl-1H-pyrrol-2-yl)methyl]phenyl}-5-(trifluoromethyl)-4,5-dihydro-1,2-oxazol-5-ol CN1C(=CC=C1)CC1=CC=C(C=C1)C1=NOC(C1)(O)C(F)(F)F